triphenyl-[(E)-prop-1-enyl]phosphonium [3-[3-(3-hydroxypropanoylamino)pyrazol-1-yl]-7-oxo-1,6-diazabicyclo[3.2.1]oct-3-en-6-yl]sulfate potassium [K].OCCC(=O)NC1=NN(C=C1)C=1CN2C(N(C(C1)C2)OS(=O)(=O)[O-])=O.C2(=CC=CC=C2)[P+](\C=C\C)(C2=CC=CC=C2)C2=CC=CC=C2